CC=1C=2N(C=CN1)C(=NC2)[C@@H]2CC[C@H](CC2)N2CCN(CC2)C 8-methyl-3-((trans)-4-(4-methylpiperazin-1-yl)cyclohexyl)imidazo[1,5-a]pyrazine